C(C)OC=1C=CC(=NC1)C=1N=C(SC1)NC1=C(C#N)C=CC=N1 2-(4-(5-ethoxypyridin-2-yl)thiazol-2-ylamino)nicotinonitrile